Trans-Tert-Butyl 3-(4-((4-(1-isopropyl-1H-pyrazol-4-yl)pyridin-2-yl)((4-(4-methoxy-3-methylphenyl)bicyclo[2.2.2]octan-1-yl)methyl)carbamoyl)cyclohexyl)propanoate C(C)(C)N1N=CC(=C1)C1=CC(=NC=C1)N(C(=O)[C@@H]1CC[C@H](CC1)CCC(=O)OC(C)(C)C)CC12CCC(CC1)(CC2)C2=CC(=C(C=C2)OC)C